5-(2-{2-[5-(propan-2-yloxy)quinoline-8-sulfonamido]phenyl}ethynyl)pyridine-2-carboxylic acid CC(C)OC1=C2C=CC=NC2=C(C=C1)S(=O)(=O)NC1=C(C=CC=C1)C#CC=1C=CC(=NC1)C(=O)O